2-(2,6-Dichlorophenyl)-9-(4-((4-(2-hydroxyacetyl)piperazin-1-yl)methyl)phenyl)imidazo[2,1-f][1,6]naphthyridine-3-carboxamide ClC1=C(C(=CC=C1)Cl)C=1N=C2C=3C=C(C=NC3C=CN2C1C(=O)N)C1=CC=C(C=C1)CN1CCN(CC1)C(CO)=O